2-[3-(1,3-thiazol-4-yl)-4H,5H,6H,7H-pyrazolo[1,5-a]pyrazine-5-carbonyl]-1H-indole S1C=NC(=C1)C=1C=NN2C1CN(CC2)C(=O)C=2NC1=CC=CC=C1C2